CN([C@@H](CO)C(=O)NCC(=O)O)C(=O)C=1N=C(SC1)C1=CC=C(C=C1)NC(=O)OC(C)(C)C.BrC1=NC=CC=C1OC1CC1 2-bromo-3-(cyclopropoxy)pyridine methyl-(2-(4-((tert-butoxycarbonyl)amino)phenyl)thiazole-4-carbonyl)serylglycinate